NC(CC(=O)O)C(NC(COC(=O)C1CCC1)C)=O 3-amino-3-{[1-(cyclobutanecarbonyloxy)propan-2-yl]carbamoyl}propanoic acid